3-formyl-L-methionine C(=O)C([C@H](N)C(=O)O)CSC